N1=C(C=CC=C1)C1=NC2=C(C=CC=N2)N1 pyridyl-imidazopyridine